Behenyl-Trimethyl-Ammonium Chlorid [Cl-].C(CCCCCCCCCCCCCCCCCCCCC)[N+](C)(C)C